FC=1C=C2C(=CNC(C2=CC1F)=O)[C@@H](C)N(C(=O)NC1=CC=C(C=C1)F)CCCO (R)-1-(1-(6,7-difluoro-1-oxo-1,2-dihydroisoquinolin-4-yl)ethyl)-3-(4-fluorophenyl)-1-(3-hydroxypropyl)urea